C(C)C1(OC2=CC=C(C=C2C(C1)=O)C1=NSC(=N1)C1=C(C=CC=C1)OC)CC 2,2-diethyl-6-[5-(2-methoxyphenyl)-1,2,4-thiadiazol-3-yl]chroman-4-one